1-(3-piperidyl)-1H-pyrazolo[3,4-D]pyrimidine-4-amine N1CC(CCC1)N1N=CC=2C1=NC=NC2N